2-[(3R,5S)-3,5-dimethylpiperazin-1-yl]-5-(trifluoromethyl)pyrimidin-4-amine C[C@@H]1CN(C[C@@H](N1)C)C1=NC=C(C(=N1)N)C(F)(F)F